[N+](=O)([O-])C=1C=C(C=C(C1)Br)Br 5-nitro-1,3-dibromobenzene